2-(3-pyridylmethyl)quinuclidin-3-ol N1=CC(=CC=C1)CC1N2CCC(C1O)CC2